C(C)(CC)C1C(NC2=C(CN1C(CCN1CC(CC1)O)=O)C=CC=C2)=O 3-(sec-butyl)-4-(3-(3-hydroxypyrrolidin-1-yl)propionyl)-1,3,4,5-tetrahydro-2H-benzo[1,4]diazepin-2-one